N-((4,6-dimethyl-2-oxo-1,2-dihydropyridin-3-yl)methyl)-7-(1H-inden-7-yl)-2-oxo-1,2-dihydroquinoline-5-carboxamide CC1=C(C(NC(=C1)C)=O)CNC(=O)C=1C=2C=CC(NC2C=C(C1)C=1C=CC=C2C=CCC12)=O